ethyl rac-(4R,5R)-5-(difluoromethyl)-4,5-dimethyl-3-oxo-tetrahydrofuran-2-carboxylate FC([C@]1([C@H](C(C(O1)C(=O)OCC)=O)C)C)F |r|